tert-butyl iodo-3-oxospiro[1,4-dihydroquinoxaline-2,4'-piperidine]-1'-carboxylate IC1N(CCC2(C1)NC1=CC=CC=C1NC2=O)C(=O)OC(C)(C)C